C=C1OC(=O)C2=CC=C(C=C2)C(=O)O1 ethyleneterephthalate